2-chloro-3-(trifluoro-oxymethyl)-4-(methylsulfonyl)benzoic acid ClC1=C(C(=O)O)C=CC(=C1C(OF)(OF)OF)S(=O)(=O)C